2-(5-bromo-1H-indol-1-yl)acetic acid BrC=1C=C2C=CN(C2=CC1)CC(=O)O